N1C=C(C2=CC=CC=C12)C(=O)N 3-Indolamide